NC[C@H](C(C(=O)O)C)CCCC (3s,5r)-3-aminomethyl-methyl-heptanoic acid